ClC1=C(C=CC=C1)C(O)CNC(C)(C)C 2-chloro-α-(((1,1-dimethylethyl)amino)methyl)benzenemethanol